2-(1-(2-(((2-chloro-9-isopropyl-9H-purin-6-yl)amino)methyl)-3-fluorophenyl)-1H-pyrazol-3-yl)propan-2-ol ClC1=NC(=C2N=CN(C2=N1)C(C)C)NCC1=C(C=CC=C1F)N1N=C(C=C1)C(C)(C)O